3-[(3-ethyloxetan-3-yl)methoxy]propyl(triethoxy)silane C(C)C1(COC1)COCCC[Si](OCC)(OCC)OCC